NC=1C=2N(C=C(N1)C=1C=C(C#N)C=CC1)N=C(C2)CC2=C(C=CC=C2)F 3-(4-amino-2-(2-fluorobenzyl)pyrazolo[1,5-a]pyrazin-6-yl)benzonitrile